C(C)(C)(C)OC(N[C@@H](CC1=CNC2=CC(=CC=C12)F)C)=O (R)-(1-(6-fluoro-1H-indol-3-yl)propan-2-yl)carbamic acid tert-butyl ester